4-methyl-2-pentaneOne CC(CC(C)=O)C